N1C=NC2=C1C=C(C=C2)NC(=O)NC2=CC=C(C=C2)C 1-(1H-benzo[d]imidazol-6-yl)-3-(p-tolyl)urea